o-nitrochlorobenzyl chloride [N+](=O)([O-])C1=C(C(Cl)Cl)C=CC=C1